NC=1C=2N(C(=CN1)F)C(=NC2C2=C(C=C(C=C2)[C@](C)(C2=CC(=CC=C2)C(F)(F)F)O)OCC)[C@H]2CN1C(CC[C@@H]1CC2)=O (6R,8aS)-6-[8-Amino-1-(2-ethoxy-4-{(1S)-1-hydroxy-1-[3-(trifluoromethyl)phenyl]ethyl}phenyl)-5-fluoroimidazo[1,5-a]pyrazin-3-yl]hexahydroindolizin-3(2H)-on